CNC(C(CC[C@@H](C(=O)NC=1C(N(C=CC1)CC(N[C@H]1[C@@H]([C@@H]2C([C@H](C1)C2)(C)C)C)=O)=O)NC(=O)C=2OC1=C(C2C)C=CC=C1)=O)=O (S)-N1-Methyl-5-(3-methylbenzofuran-2-carboxamido)-2-oxo-N6-(2-oxo-1-(2-oxo-2-((1R,2R,3R,5S)-2,6,6-trimethylbicyclo[3.1.1]heptan-3-ylamino)ethyl)-1,2-dihydropyridin-3-yl)hexandiamid